1-{1-[5-((5-cyano-4-(4-fluorophenyl)thiazol-2-yl)(methyl)amino)-6-ethylimidazo[2,1-b][1,3,4]thiadiazol-2-yl]pyrrolidin-3-yl}-1,3,3-trimethylurea C(#N)C1=C(N=C(S1)N(C1=C(N=C2SC(=NN21)N2CC(CC2)N(C(=O)N(C)C)C)CC)C)C2=CC=C(C=C2)F